4,4'-(1-methylethylidene)bis[2-(1-methylethyl)phenol] CC(C)(C1=CC(=C(C=C1)O)C(C)C)C1=CC(=C(C=C1)O)C(C)C